7-[(4R)-4-amino-3,3-dimethylpyrrolidin-1-yl]-N-(2-{2-[(6-chlorohexyl)oxy]ethoxy}ethyl)heptanamide N[C@@H]1C(CN(C1)CCCCCCC(=O)NCCOCCOCCCCCCCl)(C)C